5,6-difluoro-2-(2-hexyldecyl)-7-(thiophen-2-yl)-2H-benzo[d][1,2,3]triazole FC1=CC=2C(=NN(N2)CC(CCCCCCCC)CCCCCC)C(=C1F)C=1SC=CC1